tert-butyl 6-[[2-(methylcarbamoyl)phenyl]methyl]-2,6-diazaspiro[3.3]heptane-2-carboxylate tert-butyl-6-[(2-methoxycarbonylphenyl)methyl]-2,6-diazaspiro[3.3]heptane-2-carboxylate C(C)(C)(C)OC(=O)N1CC2(C1)CN(C2)CC2=C(C=CC=C2)C(=O)OC.CNC(=O)C2=C(C=CC=C2)CN2CC1(CN(C1)C(=O)OC(C)(C)C)C2